6-[3-(difluoromethyl)-4-fluoro-phenyl]-3-methyl-2-oxo-imidazo[4,5-b]Pyridine FC(C=1C=C(C=CC1F)C=1C=C2C(=NC1)N(C(N2)=O)C)F